Cl.FC1=CC=C(C=C1)C1C(C1)(C(=O)N)C(=O)N (4-fluorophenyl)cyclopropane-1,1-dicarboxamide hydrochloride salt